4-Hydroxy-4-prop-2-ynyl-piperidin OC1(CCNCC1)CC#C